Methyl-D-Glucuronic acid [2H]CC(=O)[C@@H]([C@H]([C@@H]([C@@H](C(=O)O)O)O)O)O